C(C1=CC=CC=C1)OCC=1N(C=2N(C(C1C=1C=C3C=CC=NC3=CC1)=O)N=C(C2)C2=CC=CC=C2)C 5-(benzyloxymethyl)-4-methyl-2-phenyl-6-(quinolin-6-yl)pyrazolo[1,5-a]Pyrimidin-7(4H)-one